FC1=CC2=C(NC(=N2)C2=CC(=NN2CC2=CC=C(C=C2)OC)NC(=O)C=2C=NC(=CC2)N2CCC(CC2)O)C=C1 N-[5-(5-fluoro-1H-benzimidazol-2-yl)-1-[(4-methoxyphenyl)methyl]pyrazol-3-yl]-6-(4-hydroxy-1-piperidyl)pyridine-3-carboxamide